CNCCOCCN(N)\C=C/C(CC)C (Z)-N-methyl-2-(2-(1-(3-methylpent-1-en-1-yl)hydrazineyl)ethoxy)ethan-1-amine